methyl 8-(1-(tert-butoxycarbonyl) pyrrolidin-3-yl)-2-(4-phenoxyphenyl)-5,6,7,8-tetrahydroimidazo[1,2-b]pyridazine-3-carboxylate C(C)(C)(C)OC(=O)N1CC(CC1)C1C=2N(NCC1)C(=C(N2)C2=CC=C(C=C2)OC2=CC=CC=C2)C(=O)OC